C(C)(C)(C)OC(=O)N1CC2(OC3=CC(=C(C=C3C(C2)(F)F)C(=O)O)C(=O)O)C1 1-(tert-Butyloxycarbonyl)-4',4'-difluorospiro[azetidine-3,2'-chromane]-6',7'-dicarboxylic acid